(7R,14R)-1-(difluoromethoxy)-12-fluoro-6-(methyl-d3)-11-((3-methyloxetan-3-yl)ethynyl)-6,7-dihydro-7,14-methanobenzo[f]benzo[4,5]imidazo[1,2-a][1,4]diazocin-5(14H)-one FC(OC1=CC=CC=2C(N([C@H]3C=4N([C@@H](C21)C3)C3=C(N4)C=CC(=C3F)C#CC3(COC3)C)C([2H])([2H])[2H])=O)F